N-{3-fluoro-4-[6-methoxy-7-(3-morpholinopropoxy)quinolin-4-yloxy]phenyl}-3-oxo-4-(4-fluorophenyl)-3,4-dihydropyrazine-2-carboxamide FC=1C=C(C=CC1OC1=CC=NC2=CC(=C(C=C12)OC)OCCCN1CCOCC1)NC(=O)C1=NC=CN(C1=O)C1=CC=C(C=C1)F